BrC=1C=C2C(C3(OC4=C(N=C3)C3=C(C=C4)C=NC=C3)N(C2=CC1)C)(C)C 5-bromo-1,3,3-trimethylspiro[2H-indole-2,3'-[3H]pyrido[4,3-f][1,4]benzoxazine]